O1CCOC2=C1C=CC=C2C2=CC=C(C(=N2)OC)NC=2C=C(C(=O)NCC1=CC(NC=C1)=O)C=CC2 3-[6-(2,3-Dihydro-benzo[1,4]dioxin-5-yl)-2-methoxy-pyridin-3-ylamino]-N-(2-oxo-1,2-dihydro-pyridin-4-ylmethyl)-benzamide